2-[(2R)-2-amino-3-fluoropropyl]-3,5-dichloro-N-[(furan-2-yl)methyl]thieno[3,2-b]pyridin-7-amine dihydrochloride Cl.Cl.N[C@H](CC1=C(C2=NC(=CC(=C2S1)NCC=1OC=CC1)Cl)Cl)CF